(R)-3-carbamoylamino-4-(2,4,5-trifluorophenyl)butanoic acid C(N)(=O)N[C@@H](CC(=O)O)CC1=C(C=C(C(=C1)F)F)F